4-{2-{[4-(benzo[b]thiophen-2-yl)thiazol-2-yl]oxy}ethyl}morpholine S1C2=C(C=C1C=1N=C(SC1)OCCN1CCOCC1)C=CC=C2